2-((6-amino-8-bromo-9H-purin-2-yl)oxy)ethane-1-ol NC1=C2N=C(NC2=NC(=N1)OCCO)Br